4-amino-N-(cyclopropylmethyl)-7-methyl-N-((5-(trifluoromethyl)pyridin-2-yl)methyl)pyrrolo[1,2-a]quinoxaline-8-carboxamide NC=1C=2N(C3=CC(=C(C=C3N1)C)C(=O)N(CC1=NC=C(C=C1)C(F)(F)F)CC1CC1)C=CC2